3-phenyl-2-(3-(thiazol-2-yl)ureido)propanamide C1(=CC=CC=C1)CC(C(=O)N)NC(=O)NC=1SC=CN1